methyl 4-amino-3-[2-[tert-butoxycarbonyl(2,2,2-trifluoroethyl)amino]ethoxy]-5-[[(2S)-oxetan-2-yl]methylamino]benzoate NC1=C(C=C(C(=O)OC)C=C1NC[C@H]1OCC1)OCCN(CC(F)(F)F)C(=O)OC(C)(C)C